isoquinoline-1,6-diamine C1(=NC=CC2=CC(=CC=C12)N)N